O-amino-D-serine dihydrochloride Cl.Cl.NOC[C@@H](N)C(=O)O